4-(2-(methylsulfonyl)ethyl)piperidine-1-carboxylic acid tert-butyl ester C(C)(C)(C)OC(=O)N1CCC(CC1)CCS(=O)(=O)C